9-(N-ethyl-N-isopentylamino)spiro[benzo[a]xanthene-12,3'-phthalide] C(C)N(CCC(C)C)C=1C=C2OC3=CC=C4C(=C3C3(OC(=O)C5=CC=CC=C35)C2=CC1)C=CC=C4